2,2'-(7-(4-((2-aminoethyl)amino)-1-carboxy-4-oxobutyl)-1,4,7-triazonane-1,4-diyl)diacetic acid NCCNC(CCC(C(=O)O)N1CCN(CCN(CC1)CC(=O)O)CC(=O)O)=O